tert-butyl 4-(5,6-dichloro-2-carbonyl-2,3-dihydro-1H-benzo[d]imidazol-1-yl)piperidin-1-carboxylate ClC1=CC2=C(N(C(N2)=C=O)C2CCN(CC2)C(=O)OC(C)(C)C)C=C1Cl